BrCCCC=1C(=NN(C1)C)Br 1-bromo-3-(3-bromo-1-methyl-1H-pyrazol-4-yl)propan